4-(4-(3,4-dichlorophenyl)-2-ethylpiperazine-1-carbonyl)quinolin-2(1H)-one ClC=1C=C(C=CC1Cl)N1CC(N(CC1)C(=O)C1=CC(NC2=CC=CC=C12)=O)CC